O=C1NC(CCC1NC1=CC=C(C=C1)C1CCN(CC1)C(=O)OC(C)(C)C)=O tert-butyl 4-[4-[(2,6-dioxo-3-piperidyl)amino]phenyl]piperidine-1-carboxylate